8-(2',6'-bis(benzyloxy)-4-vinyl-[2,3'-bipyridin]-5-yl)-1,4-dioxa-8-azaspiro[4.5]decane C(C1=CC=CC=C1)OC1=NC(=CC=C1C1=NC=C(C(=C1)C=C)N1CCC2(OCCO2)CC1)OCC1=CC=CC=C1